1,3-propanediol bis(4-aminobenzoate) NC1=CC=C(C(=O)OCCCOC(C2=CC=C(C=C2)N)=O)C=C1